2-methyl-2-thiopseudourea sulfate S(=O)(=O)(O)O.CSC(N)=N